C(C)(C)(C)OC(NCC1=CC=C(C=C1)C1=C(C=C(C=C1)F)S(NC=1C=NC=2CCNC(C2C1)=O)(=O)=O)=O tert-Butyl((4'-fluoro-2'-(N-(5-oxo-5,6,7,8-tetrahydro-1,6-naphthyridin-3-yl)sulfamoyl)-[1,1'-biphenyl]-4-yl)methyl)carbamate